NC1CC(C1)CC[C@@H](C)[C@H]1CC[C@H]2[C@@H]3CC[C@H]4C[C@H](CC[C@]4(C)[C@H]3CC[C@]12C)O (20R)-20-[2-(3-aminocyclobutyl)ethyl]-5α-pregnan-3β-ol